CNC(=O)C1=CC=C(C=C1)C=1N=C2SC=3C(=NC=C(C3)C(=O)NCCCN3CCCCC3)N2C1 2-(4-(methylcarbamoyl)phenyl)-N-(3-(piperidin-1-yl)propyl)imidazo[2',1':2,3]thiazolo[4,5-b]pyridine-7-carboxamide